rac-tert-butyl (S)-4-(4-((4-([1,2,4]triazolo[1,5-a]pyridin-7-yloxy)-2-fluoro-3-methylphenyl)amino)pyrido[3,2-d]pyrimidin-6-yl)azepane-1-carboxylate N=1C=NN2C1C=C(C=C2)OC2=C(C(=C(C=C2)NC=2C1=C(N=CN2)C=CC(=N1)[C@@H]1CCN(CCC1)C(=O)OC(C)(C)C)F)C |r|